α-(4-chlorophenyl)-α-(1-cyclopropyl-ethyl)-1H-1,2,4-triazole-1-ethanol ClC1=CC=C(C=C1)C(CN1N=CN=C1)(O)C(C)C1CC1